[Si](C)(C)(C(C)(C)C)OCC1=NN=C(S1)C1=C(C(=O)N)C(=CC(=N1)C)C1=C(C=CC(=C1)C#N)OC (5-(((tert-butyldimethylsilyl)oxy)methyl)-1,3,4-thiadiazol-2-yl)-4-(5-cyano-2-methoxyphenyl)-6-methylnicotinamide